CN(C)CC1N(CCC1)C=1SC2=C(N1)C=C(C=C2)NC(=O)C=2C=CC1=C(CCO1)C2 2,3-dihydro-benzofuran-5-carboxylic acid [2-(2-dimethylaminomethyl-pyrrolidin-1-yl)-benzothiazol-5-yl]-amide